OC1=C(C(=CC(=C1)O)O)S(=O)(=O)[O-].[K+] potassium 2,4,6-trihydroxybenzenesulfonate